N1(CCC1)C(CN1C(=NC2=C1C=CC=C2)N2C[C@H](CCC2)NC)=O 1-(1-azetidinyl)-2-(2-((3S)-3-(methylamino)-1-piperidinyl)-1H-benzimidazol-1-yl)ethanone